C(C)N(S(=O)(=O)C1=CC=C(C=C1)S(=O)(=O)N1C[C@@H](CCC1)C(=O)N[C@@H]1COCC1)CC (R)-1-((4-(N,N-diethylsulfamoyl)phenyl)sulfonyl)-N-((S)-tetrahydrofuran-3-yl)piperidine-3-carboxamide